C(=O)(O)C=1C=C(C=CC1)N1N=CC(C(=C1)C)=O 1-(3-carboxyphenyl)-5-methyl-4-oxo-1,4-dihydropyridazine